C1(=CC=CC=C1)C1CN(CC12CCCC2)C(=O)C2=CN=CC(N2)=O 6-(4-phenyl-2-azaspiro[4.4]nonane-2-carbonyl)pyrazin-2(1H)-one